FC(C(=O)O)(F)F.C(C)(C)(C)C1=NC(=NO1)C(=O)NCC1=C(C=C(C=C1)C1=NC=NN2C1=CC(=C2)N2CC(CC2)(F)F)C 5-(tert-butyl)-N-(4-(6-(3,3-difluoropyrrolidin-1-yl)pyrrolo[2,1-f][1,2,4]triazin-4-yl)-2-methylbenzyl)-1,2,4-oxadiazole-3-carboxamide trifluoroacetate